BrC=1C=CC2=C(N(C(=N2)COC)C)C1 6-bromo-2-(methoxymethyl)-1-methyl-1H-benzo[d]imidazole